methyl (E)-2-[2-[6-(2-methyl-phenoxy)pyrimidin-4-yloxy]phenyl]-3-methoxyacrylate CC1=C(OC2=CC(=NC=N2)OC2=C(C=CC=C2)/C(/C(=O)OC)=C\OC)C=CC=C1